C1(CC1)[C@@H](C)NC(=O)C=1C=NC(=C(C1)C1=NN(C=C1)C)OC1=CC=C(C=C1)C(F)(F)F |r| racemic-N-[(1RS)-1-cyclopropylethyl]-5-(1-methyl-1H-pyrazol-3-yl)-6-[4-(trifluoromethyl)phenoxy]pyridine-3-carboxamide